4-(2,6-Dihydroxy-4-propylphenyl)-1-ethyl-3,3,5-trimethylindolin-2-one OC1=C(C(=CC(=C1)CCC)O)C1=C2C(C(N(C2=CC=C1C)CC)=O)(C)C